(3R,4S)-3-cyclopropyl-1-[6-[2-(difluoromethoxy)pyridin-3-yl]pyrrolo[1,2-b]pyridazin-4-yl]-4-methyl-2-oxopyrrolidine-3-carbonitrile C1(CC1)[C@]1(C(N(C[C@H]1C)C=1C=2N(N=CC1)C=C(C2)C=2C(=NC=CC2)OC(F)F)=O)C#N